tert-butyl 4-((phenylsulfonyl)thio)piperidine-1-carboxylate C1(=CC=CC=C1)S(=O)(=O)SC1CCN(CC1)C(=O)OC(C)(C)C